C(C#CC)(=O)N[C@H]1C[C@H](CCC1)C1=C2C(=C(NC2=C(C(=C1F)F)C(=O)N)C)Cl cis-4-(3-(but-2-ynamido)cyclohexyl)-3-chloro-5,6-difluoro-2-methyl-1H-indole-7-carboxamide